1-(2-Chloropyridin-3-yl)-7-cyclopropylquinazoline-2,4(1H,3H)-dione ClC1=NC=CC=C1N1C(NC(C2=CC=C(C=C12)C1CC1)=O)=O